4-[(4-acetamidobenzoyl)amino]-N-(1-cyano-1-methyl-ethyl)pyridine-2-carboxamide C(C)(=O)NC1=CC=C(C(=O)NC2=CC(=NC=C2)C(=O)NC(C)(C)C#N)C=C1